CC(C)=C 2-methylpropan-2-ene